biphenylyl[phenyl(dimethylfluorenyl)triazinyl]benzoSelenophene C1(=C(C=CC=C1)C1=C([Se]C2=C1C=CC=C2)C2=NN=NC(=C2C2=C(C(=CC=1C3=CC=CC=C3CC21)C)C)C2=CC=CC=C2)C2=CC=CC=C2